FC=1C=C2C(=NNC2=CC1OCCOC)C1=CC(=NO1)C1=CC=C(C=C1)C(=O)N1C[C@H](CC1)F 5-Fluoro-3-(3-{4-[(3S)-3-fluoropyrrolidin-1-carbonyl]phenyl}-1,2-oxazol-5-yl)-6-(2-methoxyethoxy)-1H-indazol